dipentaerythritol monomethacrylate C(C(=C)C)(=O)OCC(CO)(COCC(CO)(CO)CO)CO